C1(=CC=CC=C1)C(CCCO)=C 4-Phenylpent-4-en-1-ol